IC1=C(C=CC=C1)NO 2-iodophenyl-hydroxylamine